3-hydroxychroman OC1COC2=CC=CC=C2C1